FC(C1=NN=C(S1)C1CCC(CC1)NC(OC(C)(C)C)=O)F tert-butyl ((1r,4r)-4-(5-(difluoromethyl)-1,3,4-thiadiazol-2-yl)cyclohexyl)carbamate